FC(C(=O)O)(F)F.C(C)OC1=C(C(=CC(=C1)CN1CCC2(CCN(C(C2)=O)C2=CC=C(C(=O)O)C=C2)CC1)OCC)C1=CC=C(C=C1)F 4-(9-((2,6-diethoxy-4'-fluoro-[1,1'-biphenyl]-4-yl)methyl)-2-oxo-3,9-diazaspiro[5.5]undec-3-yl)benzoic acid, trifluoroacetate salt